5'-hydroxyuridine OC([C@@H]1[C@H]([C@H]([C@@H](O1)N1C(=O)NC(=O)C=C1)O)O)O